N-(3-([1,1'-biphenyl]-4-yl)-1-amino-1-oxopropan-2-yl)-1-(2-(4-cyclopropyl-1H-1,2,3-triazol-1-yl)propionyl)-4-hydroxypyrrolidine-2-carboxamide C1(=CC=C(C=C1)CC(C(=O)N)NC(=O)C1N(CC(C1)O)C(C(C)N1N=NC(=C1)C1CC1)=O)C1=CC=CC=C1